ClC1=CN=CC(=N1)C(=O)N(C)C 6-chloro-N,N-dimethylpyrazine-2-carboxamide